CC(C[C@@H](C(N[C@H](C=O)C[C@H]1C(NCCC1)=O)=O)NC(=O)C1=NOC(=C1)C1=NC=CC=C1)C N-((S)-4-methyl-1-oxo-1-(((S)-1-oxo-3-((S)-2-oxopiperidin-3-yl)propan-2-yl)amino)pentan-2-yl)-5-(pyridin-2-yl)isoxazole-3-carboxamide